C(C)C1=NC2=C(N1CCN)C=CC=C2 2-(2-ethyl-1H-benzimidazol-1-yl)ethylamine